FC1=C(C=CC(=C1NC=1C=C2N=C(C=NC2=CC1)NC1=C(C=CC=C1)F)F)NS(=O)(=O)CCC N1-(2,4-difluoro-3-{[3-(2-fluoroanilino)-6-quinoxalinyl]amino}phenyl)-1-propanesulfonamide